tert-butyl 4-(3-((1-(3-bromo-5-(1-methyl-1H-pyrazol-4-yl)phenyl)ethyl)carbamoyl)-4-methylphenyl)piperazine-1-carboxylate BrC=1C=C(C=C(C1)C=1C=NN(C1)C)C(C)NC(=O)C=1C=C(C=CC1C)N1CCN(CC1)C(=O)OC(C)(C)C